2-[4-(hydroxymethyl)cyclohexyl]-5-(1-hydroxy-1-methyl-ethyl)thiazolo[4,5-b]Pyridine OCC1CCC(CC1)C=1SC=2C(=NC(=CC2)C(C)(C)O)N1